9-chloro-6,7-bis(2H3)methoxy-1H,2H,3H-cyclopenta[b]quinoline ClC1=C2C(=NC=3C=C(C(=CC13)OC([2H])([2H])[2H])OC([2H])([2H])[2H])CCC2